7-Ethyl-1H-indazol-3-amine C(C)C=1C=CC=C2C(=NNC12)N